2-(5-cyano-3-morpholino-thiophene-2-carbonyl)hydrazine-1-carboxylic acid tert-butyl ester C(C)(C)(C)OC(=O)NNC(=O)C=1SC(=CC1N1CCOCC1)C#N